3-(trimethoxysilyl)propyldimethylicosyl-ammonium chloride [Cl-].CO[Si](CCC[N+](CCCCCCCCCCCCCCCCCCCC)(C)C)(OC)OC